ClC1=C(C=CC=C1)C1=NNC2=NC(=CN=C21)N2CCC1(CCC1NC(OCC1=CC=CC=C1)=O)CC2 benzyl (7-(3-(2-chlorophenyl)-1H-pyrazolo[3,4-b]pyrazin-6-yl)-7-azaspiro[3.5]nonan-1-yl)carbamate